ClC1=C(C(=CC=C1)C)C1=NOC(=C1CO[C@H]1[C@@H]2CN([C@H](C1)C2)C2=C(C=C(C=C2)CCC(=O)O)F)C2CC2 3-{4-[(1S,4S,5R)-5-{[3-(2-chloro-6-methylphenyl)-5-cyclopropyl-1,2-oxazol-4-yl]methoxy}-2-azabicyclo[2.2.1]heptan-2-yl]-3-fluorophenyl}propanoic acid